COCOC1=CC=C(C=C1)C=CC(=CC(CCC1=CC=C(C=C1)OC)=O)O 1-(4-methoxymethoxyphenyl)-7-(4-methoxyphenyl)-3-hydroxy-1,3-heptadien-5-one